NC=1C2=C(N=CN1)C(=NC(=C2)NC2CC(C2)O)C=2C(=C(C=CC2C)O)C 3-((S)-4-amino-6-(((1r,3S)-3-hydroxycyclobutyl)amino)pyrido[3,4-d]pyrimidin-8-yl)-2,4-dimethylphenol